3-(5-bromo-3-(methoxymethoxy)pyridin-2-yl)-6-chloropyridazine BrC=1C=C(C(=NC1)C=1N=NC(=CC1)Cl)OCOC